3-(6-Fluoro-9-methyl-1,3,4,5-tetrahydropyrido[4,3-b]indol-2-carbonyl)-1H-pyrazol FC1=CC=C(C=2C3=C(NC12)CCN(C3)C(=O)C3=NNC=C3)C